O-(aminomethyl)-homoserine NCOCC[C@H](N)C(=O)O